pyridine-6,6-d2 N1C=CC=CC1([2H])[2H]